[Zn].[Al].[Cu] copper-aluminum-zinc